C(N)(=O)C=1C(=CC(=NC1)NC1=CC=C(C=N1)C(=O)[O-])NC1=C(C(=CC=C1)C(NC)=O)OC 6-((5-Carbamoyl-4-(2-methoxy-3-(methylcarbamoyl)anilino)-2-pyridyl)amino)pyridine-3-carboxylate